NC=1C(=NN(C1)C)C#N 4-amino-1-methylpyrazole-3-carbonitrile